1-(1-(2-(4-chlorophenoxy)-2-methylpropionyl)piperidin-4-yl)-3-(p-tolyl)urea ClC1=CC=C(OC(C(=O)N2CCC(CC2)NC(=O)NC2=CC=C(C=C2)C)(C)C)C=C1